2-chloromethyl-7-fluoro-4(3H)-quinazolinone ClCC1=NC2=CC(=CC=C2C(N1)=O)F